N-(3-chloro-5-(methylsulfonamido)phenyl)-5-(3-((5-fluoropyridin-3-yl)methoxy)pyridin-2-yl)-1-methyl-1H-pyrrole-3-carboxamide ClC=1C=C(C=C(C1)NS(=O)(=O)C)NC(=O)C1=CN(C(=C1)C1=NC=CC=C1OCC=1C=NC=C(C1)F)C